CC1=CC(=NC2=CC(=CN=C12)CC=1N=CSC1)N 4-methyl-7-(thiazol-4-ylmethyl)-1,5-naphthyridin-2-amine